C(N)(O[C@@H]1[C@H](NC([C@H]1C)=O)C1=C(C=CC=C1)Cl)=O |r| (rac-(2R,3S,4S)-2-(2-chlorophenyl)-4-methyl-5-oxopyrrolidin-3-yl) carbamate